2,3-dichlorophenyl 2,4,6-tri-O-acetyl-3-azido-3-deoxy-α-D-galactopyranoside C(C)(=O)O[C@H]1[C@@H](OC2=C(C(=CC=C2)Cl)Cl)O[C@@H]([C@@H]([C@@H]1N=[N+]=[N-])OC(C)=O)COC(C)=O